C1=NC=C(C2=CC=CC=C12)N1C(N(C2=CC=C(C=C2C1=O)C(F)(F)F)CC1(CC1)C#N)=O 1-((3-(isoquinolin-4-yl)-2,4-dioxo-6-(trifluoromethyl)-3,4-dihydroquinazolin-1(2H)-yl)methyl)cyclopropane-1-carbonitrile